2-(5-chloropyridin-2-yl)-2-(1-(5,6,7,8-tetrahydro-[1,2,4]triazolo[1,5-a]pyrazin-7-carbonyl)piperidin-4-ylidene)acetonitrile ClC=1C=CC(=NC1)C(C#N)=C1CCN(CC1)C(=O)N1CC=2N(CC1)N=CN2